C(CCCCCCCCCCC)N1C(N(C=C1)C)C 1-dodecyl-2,3-dimethylimidazole